N-(6-chloro-1-cyanohexyl)-4-methoxybenzenesulfonamide ClCCCCCC(C#N)NS(=O)(=O)C1=CC=C(C=C1)OC